C(#N)C1=CC(=NC(=N1)NC1=CC(=C(C(=C1)OC)OC)OC)NC1=C(C(=O)NC)C=CC=C1 2-((6-cyano-2-((3,4,5-trimethoxyphenyl)amino)pyrimidin-4-yl)amino)-N-methylbenzamide